C1(CC1)C1=CC(=NN1)C1(NC(=NC2=CC=CC=C12)NC1=CC=C(C=C1)F)N 4-(5-cyclopropyl-1H-pyrazol-3-yl)-N2-(4-fluorophenyl)quinazoline-2,4-diamine